1-methyl-N-((3-(methylthio)-1,2,4-triazin-6-yl)methyl)cyclobutane-1-carboxamide CC1(CCC1)C(=O)NCC1=CN=C(N=N1)SC